C(C)(C)(C)OC(=O)NCCN1C(NC2=C1C(=C1C(=C2F)CC(C1)C(=O)OC)F)=O methyl 1-[2-(tert-butoxycarbonylamino)ethyl]-4,8-difluoro-2-oxo-3,5,6,7-tetrahydrocyclopenta[f]benzimidazole-6-carboxylate